methyl 5-((1-(2,6-dioxopiperidin-3-yl)-2,5-dioxo-2,5-dihydro-1H-pyrrol-3-yl) amino)-1H-1,2,4-triazole-3-carboxylate O=C1NC(CCC1N1C(C(=CC1=O)NC1=NC(=NN1)C(=O)OC)=O)=O